ClC1=C2CCOC(C2=CC=C1)CN(C(OC(C)(C)C)=O)C Tert-butyl ((5-chloroisochroman-1-yl)methyl)(methyl)carbamate